methyl 3-fluoro-2-methyl-5-(4,4,5,5-tetramethyl-1,3,2-dioxaborolan-2-yl)benzoate FC=1C(=C(C(=O)OC)C=C(C1)B1OC(C(O1)(C)C)(C)C)C